4-phenylhexanoate C1(=CC=CC=C1)C(CCC(=O)[O-])CC